C(C)(C)(C)OC(N(C1=NC=C(N=C1C1=CC(=NO1)C1=CCC(C=C1)=CNC(=O)N)C1=CC=C(C=C1)S(=O)(=O)C(C)C)C(=O)OC(C)(C)C)=O tert-butyl(tert-butoxycarbonyl)(5-(4-(isopropylsulfonyl)phenyl)-3-(3-(4-(ureidomethylene)phenyl)isoxazole-5-yl)pyrazin-2-yl)carbamate